2,3',4,4',6-pentahydroxybenzophenone OC1=C(C(=O)C2=CC(=C(C=C2)O)O)C(=CC(=C1)O)O